ClC=1C=2C(N=C3N(C2C=CC1)C1=CC(=CC=C1C3(C)C)C3CCN(CC3)C3CCC(CC3)C=O)=O (1r,4r)-4-(4-(4-chloro-7,7-dimethyl-5-oxo-5,7-dihydroindolo[1,2-a]quinazolin-10-yl)piperidin-1-yl)cyclohexane-1-carbaldehyde